[Sb].[As] Arsenic-antimony